rac-(1S*,2S*)-N-(5-((4-((1H-pyrazol-1-yl)methyl)benzyl)oxy)pyridazin-3-yl)-2-(1H-pyrazol-4-yl)cyclopropane-1-carboxamide N1(N=CC=C1)CC1=CC=C(COC=2C=C(N=NC2)NC(=O)[C@@H]2[C@H](C2)C=2C=NNC2)C=C1 |r|